OCCOCCNC(=O)C=1C=CC2=C(N=C(O2)NC=2OC3=C(N2)C=CC(=C3)OC)C1 N-(2-(2-hydroxyethoxy)ethyl)-2-((6-methoxybenzo[d]oxazol-2-yl)amino)benzo[d]oxazole-5-carboxamide